FC(C1=NN=C(O1)C=1C=CC(=NC1)CN1C(N(C2(CN(C2)C(=O)OCC2=CC=CC=C2)C1=O)C1=CC=CC=C1)=O)F benzyl 7-((5-(5-(difluoromethyl)-1,3,4-oxadiazol-2-yl)pyridin-2-yl)methyl)-6,8-dioxo-5-phenyl-2,5,7-triazaspiro[3.4]octan-2-carboxylate